oxalic acid silicon [Si].C(C(=O)O)(=O)O